ClC1=CN(C2=CC=C(C=C12)CN1CC(C1)O)C1=NOC(=N1)C1=CC(=C(C=C1)OC(C)C)Cl 1-((3-chloro-1-(5-(3-chloro-4-isopropoxyphenyl)-1,2,4-oxadiazol-3-yl)-1H-indol-5-yl)methyl)azetidin-3-ol